BrC1=CC=C2C(=C1)CNCC21CC1 7-bromospiro[2,3-dihydro-1H-isoquinoline-4,1'-cyclopropane]